2-(2,2-Difluoropropanamido)-4-fluoro-N-(4-phenylthiazol-2-yl)benzamide FC(C(=O)NC1=C(C(=O)NC=2SC=C(N2)C2=CC=CC=C2)C=CC(=C1)F)(C)F